C(C1CCC=CC1)(=O)O 2,6-dihydrobenzoic Acid